[Mn].[B].[C] carbon boron-manganese